1-[2-cyano-4-(trifluoromethyl)phenyl]-N-[2-(dimethylamino)ethyl]-4-{2'-ethoxy-[2,3'-bipyridin]-5-yl}piperidine-4-carboxamide C(#N)C1=C(C=CC(=C1)C(F)(F)F)N1CCC(CC1)(C(=O)NCCN(C)C)C=1C=CC(=NC1)C=1C(=NC=CC1)OCC